NC1=C2C(=NC=N1)N(N=C2C2=CC=C(C1=C2OCO1)NC(C1=CC=C(C=C1)N(C)C)=O)C[C@H]1NCCC1 (S)-N-(7-(4-amino-1-(pyrrolidin-2-ylmethyl)-1H-pyrazolo[3,4-d]pyrimidin-3-yl)benzo[d][1,3]dioxol-4-yl)-4-dimethylaminobenzamide